palladium-gold-tin [Sn].[Au].[Pd]